C(C)(C)(C)OC(=O)N1C[C@@H]2N(CC[C@@H]2C1)C(NC1=C(C=C(C=C1)Cl)F)=O.COC(OC)[SiH2]C1=C(C=CC=C1)C=C dimethoxymethyl-(2-vinylphenyl)silane tert-butyl-(3aR,6aR)-1-((4-chloro-2-fluorophenyl)carbamoyl)hexahydropyrrolo[3,4-b]pyrrole-5(1H)-carboxylate